C(C)C1(COC1)COC1=CC=C(C=C1)C1=CC=C(C=C1)OCC1(COC1)CC bis[(3-ethyloxetan-3-yl)methoxy]biphenyl